1-(4-(3,4-dichlorophenyl)-5-(isopropylthio)thiazol-2-yl)-4-(3,5-dimethylisoxazol-4-yl)-3-methyl-1H-pyrazole-5-carboxylic acid ClC=1C=C(C=CC1Cl)C=1N=C(SC1SC(C)C)N1N=C(C(=C1C(=O)O)C=1C(=NOC1C)C)C